tert-butyl 4-((tert-butoxycarbonyl)(8-isopropyl-2-methylpyrazolo[1,5-a][1,3,5]triazine-4-yl)amino)piperidine-1-carboxylate C(C)(C)(C)OC(=O)N(C1CCN(CC1)C(=O)OC(C)(C)C)C1=NC(=NC=2N1N=CC2C(C)C)C